COC(=O)N1CC2(CC2)CC1 5-azaspiro[2.4]heptane-5-carboxylic acid methyl ester